OC[C@H]1OC[C@@H]2[C@@H]1OS(O2)(=O)=O (3aR,4R,6R,6aR)-6-(hydroxymethyl)-2,2-dioxidotetrahydrofuro[3,4-d][1,3,2]dioxathiol